TRANS-1-(5-FLUORO-2-METHOXY-4-(2-(TRIFLUOROMETHYL)CYCLOPROPYL)PHENYL)-N-(ISOXAZOL-3-YL)-2-OXO-1,2-DIHYDROQUINOLINE-6-SULFONAMIDE FC=1C(=CC(=C(C1)N1C(C=CC2=CC(=CC=C12)S(=O)(=O)NC1=NOC=C1)=O)OC)[C@H]1[C@@H](C1)C(F)(F)F